CC=1C=C(C=C(C1O)C)C(C(F)(F)F)(C(F)(F)F)C1=CC(=C(C(=C1)C)O)C 2,2-bis(3,5-dimethyl-4-hydroxyphenyl)hexafluoropropane